NCC=1C=C(C=C(C1)F)C=1C=CC2=C(C(=C(O2)C)COC2=C(C=CC(=C2)OC)CC(=O)OCC)C1 ethyl 2-(2-((5-(3-(aminomethyl)-5-fluorophenyl)-2-methylbenzofuran-3-yl)methoxy)-4-methoxyphenyl)acetate